ClC1=C(C=C(C=C1)C1=C(C=CC(=C1)C)CC(=O)O)NC[C@@H]([C@H](C(F)(F)F)C)C1=CC=C(C=C1)Cl 2-(4'-chloro-3'-((2S,3R)-2-(4-chlorophenyl)-4,4,4-trifluoro-3-methylbutanylamino)-5-methyl-[1,1'-biphenyl]-2-yl)acetic acid